(+)-6-{6-[(tert-Butylamino)methyl]-2-(2,5-difluorophenyl)-4,5,6,7-tetrahydropyrazolo[1,5-a]pyrimidin-3-yl}-2-(2-methylphenyl)pyridazin-3(2H)-one C(C)(C)(C)NCC1CNC=2N(C1)N=C(C2C=2C=CC(N(N2)C2=C(C=CC=C2)C)=O)C2=C(C=CC(=C2)F)F